(R)-1-(1-(tert-butyloxyl)pyrrolidine-3-yl)-3-cyano-4-(4-(2,6-difluorophenoxyl)phenyl)-1H-pyrrole C(C)(C)(C)ON1C[C@@H](CC1)N1C=C(C(=C1)C1=CC=C(C=C1)OC1=C(C=CC=C1F)F)C#N